ClC=1C=C(C=CC1)C1=CC(=NO1)N(C(=O)C1CC(C1)NC#N)C (1r-3r)-N-[5-(3-chlorophenyl)-1,2-oxazol-3-yl]-3-(cyanoamino)-N-methylcyclobutane-1-carboxamide